(3S)-10-(2,4-difluorophenyl)-3-((1-ethylpiperidin-4-yl)methyl)-7-((S)-2-methylpiperazin-1-yl)-9-(trifluoromethyl)-2H-[1,4]thiazino[2,3,4-ij]quinazolin-5(3H)-one FC1=C(C=CC(=C1)F)C1=C(C=C2C(=NC(N3C2=C1SC[C@@H]3CC3CCN(CC3)CC)=O)N3[C@H](CNCC3)C)C(F)(F)F